CC=1C(=NC(=NC1)NC1CCOCC1)N1C=NC(=C1)C(=O)[O-].[K+] potassium 1-(5-methyl-2-((tetrahydro-2H-pyran-4-yl) amino) pyrimidin-4-yl)-1H-imidazole-4-carboxylate